ClC1=CC=C(C=C1)C1=NOC=C1 3-(4-chlorophenyl)isoxazole